2-bromo-N-(4-iodophenyl)acetylAmine BrCC(=O)NC1=CC=C(C=C1)I